(1,1-dioxido-2,3-dihydrothiophen-3-yl)-2-oxo-7-(thiazol-2-yl)-1,2-dihydroquinoline-3-carboxamide O=S1(CC(C=C1)N1C(C(=CC2=CC=C(C=C12)C=1SC=CN1)C(=O)N)=O)=O